COC1=CC=C(C=C1)C(OC[C@H](COC(CCC(=O)O)=O)OCCN1C(NC(C=C1)=O)=O)(C1=CC=CC=C1)C1=CC=C(C=C1)OC.C(C)N(CC)CC triethylamine (R)-4-{3-[bis(4-methoxyphenyl)(phenyl)methoxy]-2-[2-(2,4-dioxo-3,4-dihydropyrimidin-1(2H)-yl)ethoxy]propoxy}-4-oxobutanoate